((2S)-1-(((2S)-4-(cyclopropylamino)-3-hydroxy-4-oxo-1-((S)-2-oxopyrrolidin-3-yl)butan-2-yl)amino)-4-methyl-1-oxohexan-2-yl)carbamic acid C1(CC1)NC(C([C@H](C[C@H]1C(NCC1)=O)NC([C@H](CC(CC)C)NC(O)=O)=O)O)=O